NC1=C(C(=C(C(N1C=1C(N(N(C1C)C)C1=CC=CC=C1)=O)=O)C#N)C1=CC=C(C=C1)N1N=C(C=CC1=O)C1=CC=CC=C1)C#N 6-Amino-1-(1,5-dimethyl-3-oxo-2-phenyl-2,3-dihydro-1H-pyrazol-4-yl)-2-oxo-4-(4-(6-oxo-3-phenylpyridazin-1(6H)-yl)phenyl)-1,2-dihydropyridine-3,5-dicarbonitrile